butyl-hydroxyl-anisol C(CCC)C=1C(=C(C=CC1)OC)O